3'-azido-3'-deoxyinosine N(=[N+]=[N-])[C@H]1[C@H]([C@@H](O[C@@H]1CO)N1C=NC=2C(O)=NC=NC12)O